3-(4-chloro-1H-indol-6-yl)-1-{1-[4-fluoro-3-(trifluoromethyl)phenyl]-2-hydroxyethyl}urea ClC1=C2C=CNC2=CC(=C1)NC(NC(CO)C1=CC(=C(C=C1)F)C(F)(F)F)=O